CC1=NN(C(=C1C1=NC(=NC=C1F)N1CCN(CC1)C(=O)N1N=CC[C@H]1C=1C=C(C#N)C=C(C1)F)C)S(=O)(=O)C (S)-3-(1-(4-(4-(3,5-dimethyl-1-(methylsulfonyl)-1H-pyrazol-4-yl)-5-fluoropyrimidin-2-yl)piperazine-1-carbonyl)-4,5-dihydro-1H-pyrazol-5-yl)-5-fluorobenzonitrile